2,3-butane-diol CC(C(C)O)O